2,2-ethylidenebis(4,6-di-tert-butylphenol) CC(C1=C(C(=CC(=C1)C(C)(C)C)C(C)(C)C)O)C2=C(C(=CC(=C2)C(C)(C)C)C(C)(C)C)O